C[C@H]1CCNCCC2NN=CC(C3=NNC=4C=CC(O1)=CC34)=C2 (12S)-12-methyl-13-oxa-4,5,9,18,19-pentaazatetracyclo[12.5.2.12,6.017,20]docosa-1(19),2(22),3,14(21),15,17(20)-hexaene